indol-3-ylmethane N1C=C(C2=CC=CC=C12)C